Cl.C(C)(C)(C)[C@H]1CN(C[C@H](N1)C)C=1N=NC(=CN1)C1=C(C=C(C=C1)C1=NSC=N1)O 2-{3-[(3S,5R)-3-tert-butyl-5-methylpiperazin-1-yl]-1,2,4-triazin-6-yl}-5-(1,2,4-thiadiazol-3-yl)phenol hydrochloride